BrC=1C=CC(=NC1)C(C(F)(F)F)NS(=O)C(C)(C)C N-[1-(5-bromopyridin-2-yl)-2,2,2-trifluoroethyl]-2-methylpropane-2-sulfinamide